Cl.COC([C@H](N)COC)=O O-methyl-D-serine methyl ester hydrochloride